C(CCCCCC)OC(CCCCCCCCC)=O decanoic acid heptyl ester